(2S,5'R)-7-chloro-4-(2-hydroxyethoxy)-3'-methoxy-5'-methyl-6-(5-methyl-1,2,4-oxadiazol-3-yl)spiro[benzofuran-2,4'-cyclohex-2-ene]-1',3-dione ClC1=C(C=C(C=2C([C@]3(C(=CC(C[C@H]3C)=O)OC)OC21)=O)OCCO)C2=NOC(=N2)C